1-(3-(3-(5-carboxy-5-methylhexyl)phenyl)propyl)cyclopropane C(=O)(O)C(CCCCC=1C=C(C=CC1)CCCC1CC1)(C)C